diphenyl-(4-methylphenyl)sulfonium triflate [O-]S(=O)(=O)C(F)(F)F.C1(=CC=CC=C1)[S+](C1=CC=C(C=C1)C)C1=CC=CC=C1